4-(2-Amino-2-methylpropanoyl)-N-(1-(4-((1-(3-aminoazetidin-1-yl)propan-2-yl)oxy)phenyl)-2-oxo-1,2-dihydropyrimidin-4-yl)piperazine-1-carboxamide hydrochloride salt Cl.NC(C(=O)N1CCN(CC1)C(=O)NC1=NC(N(C=C1)C1=CC=C(C=C1)OC(CN1CC(C1)N)C)=O)(C)C